FC(F)(F)C1=C(C=CC=C1)C1(NCNCC1C(=O)[O-])C(=O)[O-] 4-(trifluoromethylphenyl)-1,2,3,6-tetrahydropyrimidine-4,5-dicarboxylate